FC(C1=C(C=CC=C1)NNC(C1=CC=C(C=C1)C1=NOC(=N1)C(F)(F)F)=O)(F)F N'-(2-trifluoromethyl-phenyl)-4-[5-(trifluoromethyl)-1,2,4-oxadiazol-3-yl]benzoyl-hydrazine